1-(acridin-3-yl)-N-{5H,6H,7H-cyclopenta[b]pyridin-7-yl}-1H-pyrazole-4-carboxamide C1=CC(=CC2=NC3=CC=CC=C3C=C12)N1N=CC(=C1)C(=O)NC1CCC=2C1=NC=CC2